CC1=CC=C(C=C1)S(=O)(=O)[O-].C(C)(C)C1=CC=C(C=C1)[I+]C1=CC=C(C=C1)C(C)C bis(4-isopropylphenyl)iodonium p-toluenesulfonic acid salt